CC1(NC(C=2C=NC(=CC21)C2=CNC1=C(C=CC=C21)C#N)=O)C 3-(1,1-dimethyl-3-oxo-2,3-dihydro-1H-pyrrolo[3,4-c]pyridin-6-yl)-1H-indole-7-carbonitrile